CN(CC(=O)[O-])C(=O)C1=C(OC2=C1C=CC=C2)CCCC methyl-(2-butyl-benzofuran-3-carbonyl)-glycinate